BrC=1C(=C2CCNC2=CC1)F 5-bromo-4-fluoro-indoline